N-(2-aminoethyl)-aminopropionic acid sodium [Na].NCCNC(C(=O)O)C